CC1CC(C1)C 2,4-dimethylcyclobutane